FC(OC1=CC=C(C=C1)[C@H](C)OC[C@H](C(=O)NC)O)F (R)-3-(((S)-1-(4-(difluoromethoxy)phenyl)ethyl)oxy)-2-hydroxy-N-methylpropanamide